(4-morpholinocyclohexyl)-3-(pyridin-3-yl)-1H-pyrazolo[3,4-d]pyrimidine-4,6-diamine O1CCN(CC1)C1CCC(CC1)N1N=C(C=2C1=NC(=NC2N)N)C=2C=NC=CC2